dinormalpropyl peroxycarbonate C(OCCC)(=O)OOCCC